(2R,3S)-2-[[1-(difluoromethyl)-5-[2-[(2,6-dimethylpyrimidin-4-yl)amino]pyrazolo[1,5-a]pyridin-5-yl]pyrazol-4-yl]oxymethyl]tetrahydrofuran-3-ol FC(N1N=CC(=C1C1=CC=2N(C=C1)N=C(C2)NC2=NC(=NC(=C2)C)C)OC[C@H]2OCC[C@@H]2O)F